N[C@@H]1CC[C@H](OC1)CN1C[C@@H](CC1)C1=CC(=C2C=NN(C2=C1)C)C1=C(C(=O)N(C(C)C)CC(F)F)C=C(C=C1)F 2-{6-[(3S)-1-{[(2S,5R)-5-aminooxan-2-yl]methyl}pyrrolidin-3-yl]-1-methyl-1H-indazol-4-yl}-N-(2,2-difluoroethyl)-5-fluoro-N-(isopropyl)benzamide